OC=1C(=CC2=CC=CC=C2C1)C(=O)NN=C(CC)C 3-hydroxy-N'-(1-methylpropylidene)-2-naphthoic acid hydrazide